6-(2,3-Dimethylphenyl)-2-(pyrimidin-2-yl)-5,6,7,8-tetrahydrophthalazin-1(2H)-one CC1=C(C=CC=C1C)C1CC=2C=NN(C(C2CC1)=O)C1=NC=CC=N1